C(C1=CC=CC=C1)SC=1C=C(C=2N(C1)C(=NC2I)C=2SC(=NN2)C(F)F)F 2-(6-(benzylthio)-8-fluoro-1-iodoimidazo[1,5-a]pyridin-3-yl)-5-(difluoromethyl)-1,3,4-thiadiazole